methyl coumarate COC(=O)/C=C/C1=CC=C(C=C1)O